C(C)(=O)N1CCC2(CC2NC(=O)NC2=NC=C(C(=C2)C2=C3N(N=C2)CC(C3)(C)C)Cl)CC1 1-(6-acetyl-6-azaspiro[2.5]oct-1-yl)-3-(5-chloro-4-(5,5-dimethyl-5,6-dihydro-4H-pyrrolo[1,2-b]pyrazol-3-yl)pyridin-2-yl)urea